methyl 3-[[4-(4-amino-1-methylpyrrole-2-amido)-1-methylimidazol-2-yl]formamido]propanoate NC=1C=C(N(C1)C)C(=O)NC=1N=C(N(C1)C)C(=O)NCCC(=O)OC